ClC=1C(=NC(=NC1)NC=1C(=CC(=C(C1)NC(C=C)=O)N(C)CCN(C)C)OC)NC1=C(C=CC=C1)NS(=O)(=O)C N-(5-((5-chloro-4-((2-(methylsulfonamido)phenyl)amino)pyrimidin-2-yl)amino)-2-((2-(dimethylamino)ethyl)(methyl)amino)-4-methoxyphenyl)acrylamide